(R)-2-amino-2-(4-ethynylphenyl)-4,4-dimethylpentanoic acid isopropyl ester C(C)(C)OC([C@@](CC(C)(C)C)(C1=CC=C(C=C1)C#C)N)=O